2-N-[2-(4-formylcyclohexyl)-5-(1-hydroxy-1-methyl-ethyl)-1,3-benzothiazol-6-yl]pyrazine-2-carboxamide C(=O)C1CCC(CC1)C=1SC2=C(N1)C=C(C(=C2)NC(=O)C2=NC=CN=C2)C(C)(C)O